(3-((7-methoxy-4-(4-(phenylsulfonyl)piperazin-1-yl)quinazolin-6-yl)oxy)propyl)morpholine COC1=C(C=C2C(=NC=NC2=C1)N1CCN(CC1)S(=O)(=O)C1=CC=CC=C1)OCCCN1CCOCC1